FC([C@@H]1CC[C@H](CC1)C(C)=O)(F)F 1-[trans-4-(trifluoromethyl)cyclohexyl]ethanone